CCCCC/C=C\\C/C=C\\C/C=C\\C/C=C\\CCCCCCCCCCCCCCCCCCCC(=O)CC(=O)SCCNC(=O)CCNC(=O)[C@@H](C(C)(C)COP(=O)(O)OP(=O)(O)OC[C@@H]1[C@H]([C@H]([C@@H](O1)N2C=NC3=C(N=CN=C32)N)O)OP(=O)(O)O)O The molecule is an unsaturated fatty acyl-CoA that results from the formal condensation of the thiol group of coenzyme A with the carboxy group of (23Z,26Z,29Z,32Z)-3-oxooctatriacontatetraenoic acid. It is a 3-oxo-fatty acyl-CoA, an unsaturated fatty acyl-CoA and an ultra-long-chain fatty acyl-CoA. It is a conjugate acid of a (23Z,26Z,29Z,32Z)-3-oxooctatriacontatetraenoyl-CoA(4-).